N1[C@@H](CCCCC1)COC1=NC(=C(C=2N=C(NC(C21)=O)SC)F)Cl (S)-5-(azepan-2-ylmethoxy)-7-chloro-8-fluoro-2-(methylthio)pyrido[4,3-d]pyrimidin-4(3H)-one